1-(2,6-dioxo-3-piperidyl)-4-fluorosulfonyloxy-2-oxo-benzo[cd]indole O=C1NC(CCC1N1C(C2=C3C(C=CC=C13)=CC(=C2)OS(=O)(=O)F)=O)=O